ClC1=NC2=C(C(=C(C=C2C(=N1)O)Cl)C1=C(C#N)C(=CC(=C1C(F)(F)F)C)NCC1=CC=C(C=C1)OC)F 2-(2,6-dichloro-8-fluoro-4-hydroxyquinazolin-7-yl)-6-((4-methoxybenzyl)amino)-4-methyl-3-(trifluoromethyl)benzonitrile